C(CC)C=1C(=C(C=CC1)C1=C(C(=C(C(=C1Cl)F)C)F)F)F propyl-2'-fluoro-4-methyl-chlorotrifluorobiphenyl